3-bromo-2-cyclopropyl-pyridine BrC=1C(=NC=CC1)C1CC1